C(C)OC(=O)C=1C(=NN2C1OCCC2)Br 2-bromo-6,7-dihydro-5H-pyrazolo[5,1-b][1,3]oxazine-3-carboxylic acid ethyl ester